NC1=CC(=C2CN(C(NC2=C1)=O)C1CCC(CC1)C(=O)NC1=CC(=C(C=C1)C)OC)C 4-(7-amino-5-methyl-2-oxo-1,2-dihydroquinazolin-3(4H)-yl)-N-(3-methoxy-4-methylphenyl)cyclohexanecarboxamide